C1(=CC=CC=C1)[Si](OC(C)C)(C1=CC=CC=C1)CCCSSSSCCC[Si](OC(C)C)(C1=CC=CC=C1)C1=CC=CC=C1 bis(diphenylisopropoxy silylpropyl) tetrasulfide